C(C)(=O)N1CC(C1)C#CC=1C=CC=C2C=C(N(C(C12)=O)C1=CC=CC=C1)[C@H](C)N (S)-8-((1-Acetylazetidin-3-yl)ethynyl)-3-(1-aminoethyl)-2-phenylisoquinolin-1(2H)-one